C(C)(C)(C)C(C(=O)O)CCCCCCCCCN1CCCCC1 tert-butyl-11-(piperidin-1-yl)undecanoic acid